Cl.N(C(=N)N)C[C@H](CO)O (R)-3-Guanidino-1,2-propanediol hydrochloride